methyl 3-(but-3-en-1-ylamino)propanoate C(CC=C)NCCC(=O)OC